N-(2-chloro-4-fluoro-3-((5-fluoro-3-methyl-4-oxo-3,4-dihydroquinazolin-6-yl)amino)phenyl)-3-(methoxymethyl)azetidine-1-sulfonamide trifluoroacetate FC(C(=O)O)(F)F.ClC1=C(C=CC(=C1NC=1C(=C2C(N(C=NC2=CC1)C)=O)F)F)NS(=O)(=O)N1CC(C1)COC